(4,6-dichloro-5-(2-chlorophenyl)-1H-benzo[d]imidazol-2-yl)methanol Tert-butyl-4-(5-((2,6-dioxopiperidin-3-yl)amino)pyridin-2-yl)piperazine-1-carboxylate C(C)(C)(C)C1N(CCN(C1)C1=NC=C(C=C1)NC1C(NC(CC1)=O)=O)C(=O)OCC1=NC2=C(N1)C=C(C(=C2Cl)C2=C(C=CC=C2)Cl)Cl